1-[rac-(5r,7r)-7-fluoro-5-phenyl-6,7-dihydro-5H-pyrrolo[1,2-b][1,2,4]triazol-2-yl]propan-1-one 2,2,2-trifluoroethyl-2-(2-cyclopentyl-5-methylpiperidin-1-yl)-2-oxoacetate FC(COC(C(=O)N1C(CCC(C1)C)C1CCCC1)=O)(F)F.F[C@@H]1C[C@@H](N2N=C(N=C21)C(CC)=O)C2=CC=CC=C2 |r|